Cl.COC(=O)[C@@H]1NCCCC1 (R)-piperidine-2-carboxylic acid methyl ester HCl